7-((2-(2,6-dioxopiperidin-3-yl)-1-oxoisoindoline-4-yl)amino)heptanoic acid O=C1NC(CCC1N1C(C2=CC=CC(=C2C1)NCCCCCCC(=O)O)=O)=O